6-(((2R)-4-(3-(cyclopropylmethoxy)-4-(difluoromethoxy)phenyl)-1-vinylpyrrolidine-2-carboxamido)methyl)-N,N-dimethylpyridineamide C1(CC1)COC=1C=C(C=CC1OC(F)F)C1C[C@@H](N(C1)C=C)C(=O)NCC1=CC=CC(=N1)C(=O)N(C)C